FC1=CC=C(C=C1)CC(=O)NCC=1N(C(=CC(C1O)=O)C)CCC 2-(4-fluorophenyl)-N-((3-hydroxy-6-methyl-4-oxo-1-propyl-1,4-dihydropyridin-2-yl)methyl)acetamide